1-(5,6-difluoro-1H-indol-3-yl)-3-(3-((1-(2,2,2-trifluoroethyl)piperidin-4-yl)oxy)cyclobutyl)urea FC=1C=C2C(=CNC2=CC1F)NC(=O)NC1CC(C1)OC1CCN(CC1)CC(F)(F)F